tert-butyl ((1-(2-amino-5-cyanophenyl)piperidin-3-yl)methyl)carbamate NC1=C(C=C(C=C1)C#N)N1CC(CCC1)CNC(OC(C)(C)C)=O